FC(C(=O)C1=CC(=NC=C1)C(=O)O)(C)F 4-(2,2-difluoropropionyl)picolinic acid